2-((3-fluoro-3'-hydroxy-[1,1'-biphenyl]-4-yl-2',4',6'-d3)aminomethyl)cyclopent-1-ene-1-carboxylic acid FC=1C=C(C=CC1NCC1=C(CCC1)C(=O)O)C=1C(=C(C(=CC1[2H])[2H])O)[2H]